C1=2CC=3C=CC=CC3C(CC2C=CC=C1)=O tricyclo[9.4.0.03,8]pentadeca-1(11),3(8),4,6,12,14-hexaen-9-one